ClC1=C(C=C(C(=C1)[N+](=O)[O-])OC)N1CCC(CC1)(O)CC(=O)OC(C)(C)C tert-butyl 2-(1-(2-chloro-5-methoxy-4-nitrophenyl)-4-hydroxypiperidin-4-yl)acetate